1-(4-methoxyphenyl)-N-methylpropan-2-amine COC1=CC=C(C=C1)CC(C)NC